4-hydroxy-1-[(2S)-2-[4-[(5-hydroxy-2-oxo-1-piperidinyl)methyl]triazol-1-yl]-3,3-dimethyl-butyryl]-N-methyl-pyrrolidine-2-carboxamide OC1CC(N(C1)C([C@H](C(C)(C)C)N1N=NC(=C1)CN1C(CCC(C1)O)=O)=O)C(=O)NC